C(C(C)C)N(C(O)=O)C=1SC(=CN1)C=1C=C2C=C(N=NC2=CC1)C.FC(C1=NC=CC=C1C(=O)NC1=C2C(CC(C2=CC=C1)(C)C)CC)F 2-(difluoromethyl)-N-(3-ethyl-1,1-dimethyl-indan-4-yl)pyridin-3-carboxamide isobutyl-(5-(3-methylcinnolin-6-yl)thiazol-2-yl)carbamate